C(=O)(O[O-])[O-] peroxocarbonate